cis-3,4-methyleneheptanoylcarnitine C1C(CC(=O)C(O)(C[N+](C)(C)C)CC([O-])=O)C1CCC